N-(2,6-dimethylthiochroman-4-yl)-2-oxo-6-(trifluoromethyl)-1,2-dihydropyridine-3-carboxamide CC1SC2=CC=C(C=C2C(C1)NC(=O)C=1C(NC(=CC1)C(F)(F)F)=O)C